4-(5-(4-((4-(1-isopropyl-4-(trifluoromethyl)-1H-imidazol-2-yl)benzyl)amino)imidazo[2,1-f][1,2,4]triazin-2-yl)pyrimidin-4-yl)cyclohexan-1-ol C(C)(C)N1C(=NC(=C1)C(F)(F)F)C1=CC=C(CNC2=NC(=NN3C2=NC=C3)C=3C(=NC=NC3)C3CCC(CC3)O)C=C1